N-dihydroxyethyl-m-toluidine OC(CNC1=CC(=CC=C1)C)O